The molecule is a long-chain fatty acid ethyl ester resulting from the formal condensation of the carboxy group of (6Z,9Z,12Z,15Z)-hexadecatetraenoic acid with the hydroxy group of ethanol. CCOC(=O)CCCC/C=C\\C/C=C\\C/C=C\\CC=C